N1C=NC(=C1)C1C(NCC(N1)C)C 3-(1H-imidazol-4-yl)-2,5-dimethylpiperazine